C(C1=CC=CC=C1)N1CC2CCC(C1)N2C(=O)[O-] 3-benzyl-3,8-Diazabicyclo[3.2.1]octane-8-carboxylate